FC1(OC2=C(O1)C=CC=C2N2CCNCC2)F 1-(2,2-difluorobenzo[d][1,3]dioxol-4-yl)piperazine